Tert-butyl (1,2,6-trimethyl-1,2,3,4-tetrahydropyridine-4-yl)(methyl)carbamate CN1C(CC(C=C1C)N(C(OC(C)(C)C)=O)C)C